C(CCC)[N+]1(CCCC1)CC 1-Butyl-1-ethylpyrrolidinium